9-hydroxy-5-methoxy-3-oxo-1,1a,9,9a,10,10a-hexahydrobenzo[e]cyclopropa[4,5]pyrrolo[1,2-a][1,4]diazepine-8(3H)-carboxylate OC1C2N(C(C3=C(N1C(=O)[O-])C=CC(=C3)OC)=O)C3C(C2)C3